N'-(4-(difluoromethoxy)-2,6-diisopropylphenylcarbamoyl)-5-(2-hydroxypropan-2-yl)thiazole-2-sulfonimidamide FC(OC1=CC(=C(C(=C1)C(C)C)NC(=O)N=S(=O)(N)C=1SC(=CN1)C(C)(C)O)C(C)C)F